NC1=NC=CN(C1)[C@@H](C1=C(C=C2[C@](NC(NC2=C1)=O)(C(F)(F)F)C#CC1CC1)F)F (S)-7-((R)-(2-aminopyrazin-4-yl)fluoromethyl)-4-(cyclopropylethynyl)-6-fluoro-4-(trifluoromethyl)-3,4-dihydroquinazolin-2(1H)-one